C(C1=CC=CC=C1)OC1=C(C=C(C(=O)NC2=CC(=C(C=C2)N2CCCC2)C(F)(F)F)C=C1C=O)F 4-(benzyloxy)-3-fluoro-5-formyl-N-(4-(pyrrolidin-1-yl)-3-(trifluoromethyl)phenyl)benzamide